3-chloro-2-(5-(2,6-difluorophenyl)-4-methyl-4H-1,2,4-triazol-3-yl)-6-methoxypyridine ClC=1C(=NC(=CC1)OC)C1=NN=C(N1C)C1=C(C=CC=C1F)F